2,3,5-trifluorobenzaldehyde FC1=C(C=O)C=C(C=C1F)F